2-methyl-N-[2,2,2-trifluoro-1-[4-(3-nitropyrazol-1-yl)phenyl]ethyl]propane-2-sulfinamide CC(C)(C)S(=O)NC(C(F)(F)F)C1=CC=C(C=C1)N1N=C(C=C1)[N+](=O)[O-]